C(C)(C)(C)OC1=NC(=CC(=C1)N1[C@@H](COCC1)C)N1C(CN(CC1)S(=O)(=O)C1=CC=C(C=C1)F)C(F)(F)F (3R)-4-[2-tert-butoxy-6-[4-(4-fluorophenyl)sulfonyl-2-(trifluoromethyl)piperazin-1-yl]-4-pyridinyl]-3-methyl-morpholine